(2,4-difluoro-6-(2-methyl-1H-benzimidazol-5-yl)phenyl)Methanol FC1=C(C(=CC(=C1)F)C1=CC2=C(NC(=N2)C)C=C1)CO